1-mercapto-5-amino-naphthalene SC1=CC=CC2=C(C=CC=C12)N